2-(2,6-dioxopiperidin-3-yl)-5-((6-(4-(5-methylpyridin-3-yl)-1H-pyrazol-1-yl)hexyl)amino)isoindoline-1,3-dione O=C1NC(CCC1N1C(C2=CC=C(C=C2C1=O)NCCCCCCN1N=CC(=C1)C=1C=NC=C(C1)C)=O)=O